(Z)-1-(2,6-di-tert-butylphenyl)-N-(4-methoxyphenyl)-2-(2,3,4-trimethylcyclopenta-1,3-dien-1-yl)ethan-1-imine C(C)(C)(C)C1=C(C(=CC=C1)C(C)(C)C)\C(\CC1=C(C(=C(C1)C)C)C)=N/C1=CC=C(C=C1)OC